N-(4-(3-(4-methoxyphenyl)isoxazol-5-yl)phenyl)-4-methylbenzenesulfonamide COC1=CC=C(C=C1)C1=NOC(=C1)C1=CC=C(C=C1)NS(=O)(=O)C1=CC=C(C=C1)C